(R)-methyl 3-(N-(5-cyano-2-(3-hydroxypiperidin-1-yl) phenyl) sulfamoyl)-4-ethylbenzoate C(#N)C=1C=CC(=C(C1)NS(=O)(=O)C=1C=C(C(=O)OC)C=CC1CC)N1C[C@@H](CCC1)O